7'-(2-(2-(naphthalen-1-yl)-6-phenylpyrimidin-4-yl)phenyl)spiro[cyclohexane-1,9'-fluorene]-2'-carbonitrile C1(=CC=CC2=CC=CC=C12)C1=NC(=CC(=N1)C1=C(C=CC=C1)C1=CC=C2C=3C=CC(=CC3C3(C2=C1)CCCCC3)C#N)C3=CC=CC=C3